The molecule is an oxime O-ether resulting from the formal conversion ot the acyclic keto group of 5-[2-(ethylsulfanyl)propyl]-3-hydroxy-2-propionylcyclohex-2-en-1-one to the corresponding oxime with subsequent O-alkylation of the oxime by an (E)-3-chloroallyl group. It is used as a selective postemergence herbicide for the control of annual and perennial grasses in numerous crops, including alfalfa, celery, clover, conifers, cotton, cranberries, garlic, onions, ornamentals, peanuts, soybeans, strawberries, sugarbeet, sunflowers, and vegetables; the (-)-enantiomer has been reported to be more active than the (+)-enantiomer. It has a role as a herbicide and an EC 6.4.1.2 (acetyl-CoA carboxylase) inhibitor. It is an organic sulfide, a cyclic ketone, an organochlorine compound, an oxime O-ether, a beta-diketone and an enol. CC/C(=N\\OC/C=C/Cl)/C1=C(CC(CC1=O)CC(C)SCC)O